N-methyl-4-(6-(((3aR,5s,6aS)-2-((tetrahydro-2H-pyran-4-yl)methyl-d2)octahydrocyclopenta[c]pyrrol-5-yl)amino)pyridazin-3-yl)benzamide CNC(C1=CC=C(C=C1)C=1N=NC(=CC1)NC1C[C@@H]2[C@@H](CN(C2)C([2H])([2H])C2CCOCC2)C1)=O